P(=O)(OCC1=CC=CC=C1)(OCC1=CC=CC=C1)OCCC1=CNC2=CC=C(C=C12)C1(CC1)C(NC(C1=C(C=C(C=C1)C)C)C1CC1)=O dibenzyl 2-[5-(1-{[cyclopropyl(2,4-dimethylphenyl)methyl]carbamoyl}cyclopropyl)-1H-indol-3-yl]ethyl phosphate